4-(4-chloro-3-nitrophenyl)-2-(4-fluorophenyl)phthalazin-1(2H)-one ClC1=C(C=C(C=C1)C1=NN(C(C2=CC=CC=C12)=O)C1=CC=C(C=C1)F)[N+](=O)[O-]